4-[4-fluoro-2-(2,2,2-trifluoroethoxy)phenyl]-2-[4-(methanesulfonyl)phenyl]-2,3-dihydro-1H-pyrrolo[3,4-c]pyridin-1-one FC1=CC(=C(C=C1)C1=NC=CC2=C1CN(C2=O)C2=CC=C(C=C2)S(=O)(=O)C)OCC(F)(F)F